(3S)-1-{3-[4-fluoro-3-(trifluoromethyl)phenyl]-5-{7-methyl-1H-imidazo[4,5-b]pyridin-2-yl}pyridin-4-yl}-3-methylpyrrolidin-3-amine FC1=C(C=C(C=C1)C=1C=NC=C(C1N1C[C@](CC1)(N)C)C=1NC=2C(=NC=CC2C)N1)C(F)(F)F